5-amino-N-(2-{9-amino-1-oxa-7-azaspiro[4.4]nonan-7-yl}-5,6,7,8-tetrahydroquinolin-6-yl)-2,4-dimethylthieno[2,3-d]pyrimidine-6-carboxamide NC1=C(SC=2N=C(N=C(C21)C)C)C(=O)NC2CC=1C=CC(=NC1CC2)N2CC1(CCCO1)C(C2)N